4-(difluoromethyl)-N-[4-fluoro-5-[2-[rac-(2R,6S)-2,6-dimethylmorpholin-4-yl]pyrimidin-4-yl]-2-[rac-(3R,5S)-3,4,5-trimethylpiperazin-1-yl]phenyl]-1-methyl-6-oxopyridine-3-carboxamide FC(C=1C(=CN(C(C1)=O)C)C(=O)NC1=C(C=C(C(=C1)C1=NC(=NC=C1)N1C[C@H](O[C@H](C1)C)C)F)N1C[C@H](N([C@H](C1)C)C)C)F |r|